FC1=CC=C2C=C(C(=NC2=C1F)C)NC(N(CC(C)C)C(CC1=CC=C(C=C1)F)C)=O 3-(7,8-difluoro-2-methylquinolin-3-yl)-1-[1-(4-fluorophenyl)propan-2-yl]-1-isobutylurea